N1=C(C=CC=C1)NC=1C2=C(N=C(N1)C(CCCC)=O)CCCN2 1-[4-(2-Pyridinylamino)-5,6,7,8-tetrahydropyrido[3,2-d]pyrimidin-2-yl]pentan-1-one